NC1=NC=CC=C1C1=NC=2C(=NC(=CC2)C2=CC=CC=C2)N1C=1C=CC(=NC1)NC1CCC(CC1)C(=O)OC methyl 4-((5-(2-(2-aminopyridin-3-yl)-5-phenyl-3H-imidazo[4,5-b]pyridin-3-yl)pyridin-2-yl)amino)cyclohexane-1-carboxylate